O=C1NC(CCC1N1C(C2=CC=CC(=C2C1=O)NCCCC(=O)N)=O)=O 4-((2-(2,6-dioxopiperidin-3-yl)-1,3-dioxoisoindol-4-yl)amino)butanamide